isopropyl-2-(piperazin-1-yl)acetamide C(C)(C)C(C(=O)N)N1CCNCC1